sodium laurylsulfonate acetate salt C(C)(=O)[O-].C(CCCCCCCCCCC)S(=O)(=O)O.[Na+]